(S)-4,4-dimethyl-2-pentylamine CC(C[C@H](C)N)(C)C